OC=1C=C(C=CC1)/C=C/C(=O)C1=CC=C(C=C1)S(=O)(=O)NCCC(=O)O 3-[[4-[(E)-3-(3-Hydroxyphenyl)prop-2-enoyl]phenyl]sulfonylamino]propanoic acid